methyl-N2-(1-methylindazol-6-yl)-N4-(2-oxo-2,3-dihydro-1,3-benzooxazol-5-yl)-2,4-pyrimidinediamine CC=1C(=NC(=NC1)NC1=CC=C2C=NN(C2=C1)C)NC=1C=CC2=C(NC(O2)=O)C1